tert-butyl (2S,5R)-5-[2-(4-chloro-3-fluorophenoxy)acetamido]-2-[(4-chlorophenyl)carbamoyl]piperidine-1-carboxylate ClC1=C(C=C(OCC(=O)N[C@@H]2CC[C@H](N(C2)C(=O)OC(C)(C)C)C(NC2=CC=C(C=C2)Cl)=O)C=C1)F